C(C)NC(=O)C=1C=NN2C1NC(=CC2=O)C2=CC=C(C=C2)C(F)(F)F n-ethyl-7-oxo-5-(4-(trifluoromethyl)phenyl)-4,7-dihydropyrazolo[1,5-a]pyrimidine-3-carboxamide